C/C(/C(=O)N1C(C=CCC1)=O)=C\C1=NC=CC=N1 (E)-1-(2-methyl-3-(pyrimidin-2-yl)acryloyl)-5,6-dihydropyridin-2(1H)-one